diphenyl-(4-(10-(4,4,5,5-tetramethyl-1,3,2-dioxaborolan-2-yl)anthracen-9-yl)phenyl)phosphine oxide C1(=CC=CC=C1)P(C1=CC=C(C=C1)C=1C2=CC=CC=C2C(=C2C=CC=CC12)B1OC(C(O1)(C)C)(C)C)(C1=CC=CC=C1)=O